ClC=1C2=C(N=CN1)N(C(=C2C=O)C)C2(CC2)C 4-chloro-6-methyl-7-(1-methylcyclopropyl)-7H-pyrrolo[2,3-d]pyrimidine-5-carbaldehyde